1-(1-(3-methoxy-4-((6-methoxypyridin-3-yl)methoxy)phenyl)ethyl)-5-(1-methyl-1H-pyrazol-4-yl)-1H-benzo[d]imidazol-2-amine COC=1C=C(C=CC1OCC=1C=NC(=CC1)OC)C(C)N1C(=NC2=C1C=CC(=C2)C=2C=NN(C2)C)N